3,4-difluoro-naphthalen-2-ol FC=1C(=CC2=CC=CC=C2C1F)O